1-[6-[6-[(6-methyl-pyridazin-3-yl)amino]imidazo[4,5-c]pyridin-3-yl]-2-[5-methyl-1-(2,2,2-trifluoroethyl)pyrazol-4-yl]-3-pyridyl]ethanone CC1=CC=C(N=N1)NC1=CC2=C(C=N1)N(C=N2)C2=CC=C(C(=N2)C=2C=NN(C2C)CC(F)(F)F)C(C)=O